CC(C(=O)OC)(C)C=1C=CC=2N(C1)N=CC2 methyl 2-methyl-2-pyrazolo[1,5-a]pyridin-6-yl-propanoate